1-[4,5-dimethoxy-2-(trifluoromethyl)phenyl]-3-[(1S)-1-(2-pyrimidin-2-yl-1,2,4-triazol-3-yl)ethyl]urea COC1=CC(=C(C=C1OC)NC(=O)N[C@@H](C)C=1N(N=CN1)C1=NC=CC=N1)C(F)(F)F